N-(4-(5-chloropyridin-3-yl)-3-ethoxyphenyl)-2-(2-(cyclopropanesulfonamido)thiazol-4-yl)-2-methylpropanamide ClC=1C=C(C=NC1)C1=C(C=C(C=C1)NC(C(C)(C)C=1N=C(SC1)NS(=O)(=O)C1CC1)=O)OCC